ClC=1C=C(C(=C(C1)C1=C(C=NN1C)C1=CC=C2C(NN=C(C2=C1)CNC(OC(C)(C)C)=O)=O)C#N)C tert-butyl N-[[7-[5-(5-chloro-2-cyano-3-methyl-phenyl)-1-methyl-pyrazol-4-yl]-4-oxo-3H-phthalazin-1-yl]methyl]carbamate